C(C1=CC=CC=C1)OC(=O)N[C@H](C(=O)O)COC1CCC1 (2S)-2-(benzyloxycarbonylamino)-3-(cyclobutoxy)propanoic acid